2-methyl-9-oxo-11-{3-[(1-oxodocosyl) oxy] propyl}-2,8-diaza-5,10-dioxatetradecan-14-yl docosanoate C(CCCCCCCCCCCCCCCCCCCCC)(=O)OCCCC(OC(NCCOCCN(C)C)=O)CCCOC(CCCCCCCCCCCCCCCCCCCCC)=O